5-fluoro-N-[(1S,2S,3S,5R)-2,6,6-trimethylnorpinan-3-yl]-1H-pyrrolo[2,3-c]pyridine-2-carboxamide FC=1C=C2C(=CN1)NC(=C2)C(=O)N[C@@H]2[C@H]([C@H]1C([C@@H](C2)C1)(C)C)C